CN(C1CNCCC1O)C 3-(dimethylamino)piperidin-4-ol